O[C@@H](C(=O)NC1=CC=C(C=C1)[N+](=O)[O-])C (R)-2-hydroxy-N-(4-nitrophenyl)propanamide